6-methyl-1,4-oxazepan-4-carboxylate CC1CN(CCOC1)C(=O)[O-]